ClC1=CC=C(S1)CNC1=CC(=NN1C(=O)C=1N=CSC1)C1CN(CC1)S(=O)(=O)C N-[(5-Chlorothiophen-2-yl)methyl]-3-(1-methansulfonylpyrrolidin-3-yl)-1-(1,3-thiazol-4-carbonyl)-1H-pyrazol-5-amin